CP(=O)(C)C1=C2C=CNC2=CC(=C1OC=1C=C(C=CC1)C=1SC=C(N1)C(C=1C=C(C=CC1)CCC(=O)O)O)F 3-(3-((2-(3-((4-(Dimethylphosphoryl)-6-fluoro-1H-indol-5-yl)oxy)phenyl)thiazol-4-yl)(hydroxy)methyl)phenyl)propanoic acid